F[C@@H]1C[C@H]([NH2+]C1)C(N[C@@H](C1=CC=CC=C1)C1=NC=C(C=C1)C(C)C)=O (2S,4r)-4-fluoro-2-(((S)-(5-isopropylpyridin-2-yl)(phenyl)methyl)carbamoyl)pyrrolidin-1-ium